1-(4-chlorophenyl)-2-(3,5-dichlorophenyl)ethanone ClC1=CC=C(C=C1)C(CC1=CC(=CC(=C1)Cl)Cl)=O